ClC1=C(C(=NN1)C)NC(C1=C(C=C(C(=C1)F)C1=NC=2NCCCC2C=C1)O[C@H](C(F)(F)F)C)=O (S)-N-(5-Chloro-3-methyl-1H-pyrazol-4-yl)-5-fluoro-4-(5,6,7,8-tetrahydro-1,8-naphthyridin-2-yl)-2-((1,1,1-trifluoropropan-2-yl)oxy)benzamide